FC1=CC(=C(C=C1)C=1C2=C(C(=NC1C1=NN3C(CN(C[C@H]3C)C(=O)OC(C)(C)C)=C1)OS(=O)(=O)C(F)(F)F)C=CS2)OC(C)C tert-butyl (7R)-2-[7-(4-fluoro-2-isopropoxy-phenyl)-4-(trifluoromethylsulfonyloxy)thieno[3,2-c]pyridin-6-yl]-7-methyl-6,7-dihydro-4H-pyrazolo[1,5-a]pyrazine-5-carboxylate